NCCCN(C1=NC=C(C=2N1C=CN2)C2=CC(=C(C=C2)OC(F)(F)F)O)C 5-((3-aminopropyl)(methyl)amino)-8-(3-hydroxy-4-(trifluoromethoxy)phenyl)imidazolo[1,2-c]pyrimidin